4,4-bis(heptyloxy)butan-1-ol C(CCCCCC)OC(CCCO)OCCCCCCC